tert-butyl 7-(4-(1-((2-(methoxycarbonyl)phenyl)amino)ethyl)-6-methyl-1-oxoisoindolin-2-yl)-2-azaspiro[3.5]nonane-2-carboxylate COC(=O)C1=C(C=CC=C1)NC(C)C1=C2CN(C(C2=CC(=C1)C)=O)C1CCC2(CN(C2)C(=O)OC(C)(C)C)CC1